O-(3-(((benzyloxy)carbonyl)amino)propyl)-L-allothreonine HCl salt Cl.C(C1=CC=CC=C1)OC(=O)NCCCO[C@H]([C@H](N)C(=O)O)C